5-(2-((1S,3R)-3-acetylaminocyclohexane-1-carboxamido)-5-chloropyridin-4-yl)-2,2-dimethyl-2,3-dihydro-1H-pyrrolizin-7-carboxamide C(C)(=O)N[C@H]1C[C@H](CCC1)C(=O)NC1=NC=C(C(=C1)C=1N2CC(CC2=C(C1)C(=O)N)(C)C)Cl